(4-(but-3-en-1-yl)tetrahydro-2H-pyran-4-yl)methanol C(CC=C)C1(CCOCC1)CO